C1(CC1)C1=NOC(=N1)CN1N=C(C=CC1=O)C1=CC=C(C=C1)OC(F)F 2-((3-cyclopropyl-1,2,4-oxadiazol-5-yl)methyl)-6-(4-(difluoromethoxy)phenyl)-pyridazin-3(2H)-one